N1=CC(=CC=C1)OC1CN(C1)CC=1NC(C=2N(C1)C(=NC2)C2CCOCC2)=O 6-[3-(pyridin-3-yloxy)-azetidin-1-ylmethyl]-3-(tetrahydropyran-4-yl)-7H-imidazo[1,5-a]pyrazin-8-one